FC=1C=CC(=NC1)C1=CC(=NC2=C(N=CC=C12)C1=CC=NN1)N1[C@@H](COCC1)C 4-(5-Fluoropyridin-2-yl)-2-[(3R)-3-methylmorpholin-4-yl]-8-(1H-pyrazol-5-yl)-1,7-naphthyridine